C(C=C)(=O)OCCCCCCCCCC[SiH2]C(F)F acryloyloxydecyldifluoromethylsilane